6-[(6-aminopyrimidin-4-yl)amino]-8-chloro-3-(3-chlorophenyl)-3-methyl-2H-imidazo[1,5-a]pyridine-1,5-dione NC1=CC(=NC=N1)NC1=CC(=C2N(C1=O)C(NC2=O)(C)C2=CC(=CC=C2)Cl)Cl